(4-(1-(difluoromethyl)-1H-benzo[d]imidazol-2-yl)piperidin-1-yl)(1-(3-fluorophenyl)-3-methyl-1H-pyrrolo[2,3-b]pyridin-5-yl)methanone FC(N1C(=NC2=C1C=CC=C2)C2CCN(CC2)C(=O)C=2C=C1C(=NC2)N(C=C1C)C1=CC(=CC=C1)F)F